S(=O)(=O)([O-])[O-].NC=1C=C(C[N+](C)(C)C)C=CC1.NC=1C=C(C[N+](C)(C)C)C=CC1 3-amino-N,N,N-trimethyl-benzyl-ammonium sulfate